N1N=NC(=C1)C(=O)[O-].C[N+](C)(C)C tetramethylammonium triazolate